CN1N=CC(=C1)C1=CC=CC(=N1)C(=O)NC=1C=C2C(=NC1N1CCCCC1)N=C(O2)N2CCOCC2 6-(1-methyl-1H-pyrazol-4-yl)-N-(2-morpholinyl-5-(piperidin-1-yl)oxazolo[4,5-b]pyridin-6-yl)pyridinecarboxamide